4-iodo-1-(prop-1-en-2-yl)-1H-pyrazole IC=1C=NN(C1)C(=C)C